OCC1CCC(CC1)NC=1C2=C(N=CN1)NC=C2C(C2=CC=C(C=C2)F)=O 4-((1s,4s)-4-hydroxymethyl-cyclohexylamino)-5-(4-fluorobenzoyl)-7H-pyrrolo[2,3-d]pyrimidine